ClC1=C(C=C(C=C1)F)C1C=2C(C(N1CC1=CC=C(C=C1)OC)=O)=C(SC2[N+](=O)[O-])C(=O)NC 4-(2-Chloro-5-fluorophenyl)-5-(4-methoxybenzyl)-N-methyl-3-nitro-6-oxo-5,6-dihydro-4H-thieno[3,4-c]pyrrole-1-carboxamide